N-[3-bromo-1-[(3R)-3-(tert-butoxycarbonylamino) butyl]-7-iodo-pyrazolo[4,3-c]pyridin-4-yl]-N-tert-butoxycarbonyl-carbamate BrC1=NN(C2=C1C(=NC=C2I)N(C([O-])=O)C(=O)OC(C)(C)C)CC[C@@H](C)NC(=O)OC(C)(C)C